((3-(2-Phenylcyclopropane-1-carboxamido)-5-(trifluoromethyl)phenyl)carbamoyl)(3-(pyridin-2-ylmethyl)-1,2,3-oxadiazol-3-ium-5-yl)amide C1(=CC=CC=C1)C1C(C1)C(=O)NC=1C=C(C=C(C1)C(F)(F)F)NC(=O)[N-]C1=C[N+](=NO1)CC1=NC=CC=C1